SC(CC(C)S)C 2-mercaptopropyl-mercaptoethane